2-amino-6-hydroxy-4[1H]-pyrimidone NC=1NC(=CC(N1)=O)O